trans-1-(4-(benzyloxy)tetrahydrofuran-3-yl)-3-isothiocyanato-5-(trifluoromethyl)-1H-pyrazole C(C1=CC=CC=C1)O[C@H]1[C@@H](COC1)N1N=C(C=C1C(F)(F)F)N=C=S